(5S)-5-(3,5-difluorophenyl)-2-(trans-3-{[6-(1H-pyrazol-1-yl)pyrimidin-4-yl]oxy}cyclobutyl)-2,5,6,7-tetrahydro-3H-pyrrolo[2,1-c][1,2,4]triazol-3-one FC=1C=C(C=C(C1)F)[C@@H]1CCC2=NN(C(N21)=O)[C@@H]2C[C@H](C2)OC2=NC=NC(=C2)N2N=CC=C2